ClC1=CC=C(C=C1)CN1C([C@H](CSC2=C1C=C(C(=C2)F)[N+](=O)[O-])NC(OC(C)(C)C)=O)=O tert-butyl N-[(3R)-5-[(4-chlorophenyl)methyl]-8-fluoro-7-nitro-4-oxo-2,3-dihydro-1,5-benzothiazepin-3-yl]carbamate